6-(4-chlorobenzyl)-8-morpholino-2-(2,2,2-trifluoroethyl)-2,6-dihydroimidazo[1,2-c]pyrido[2,3-e]pyrimidin-5(3H)-one ClC1=CC=C(CN2C(N3C(C4=C2C=C(C=N4)N4CCOCC4)=NC(C3)CC(F)(F)F)=O)C=C1